methyl (4-bromo-5-methylpyridin-2-yl)carbamate BrC1=CC(=NC=C1C)NC(OC)=O